(S)-2-(3-(benzyloxy)-2-methyl-4-carbonylpyridin-1-yl)-3-methylbutyl 2-chloroacetate ClCC(=O)OC[C@H](C(C)C)N1C(=C(C(C=C1)=C=O)OCC1=CC=CC=C1)C